2-chloro-6-[(2R)-3-([1,1-dimethyl-2-(2-naphthalenyl)ethyl]amino)-2-hydroxypropoxy]benzonitrile ClC1=C(C#N)C(=CC=C1)OC[C@@H](CNC(CC1=CC2=CC=CC=C2C=C1)(C)C)O